O=C1NC(CCC1N1C(N(C2=C1C=CC=C2C#CCOC[C@@H]2CN(CCO2)C(=O)OC(C)(C)C)C)=O)=O tert-butyl (2S)-2-[3-[1-(2,6-dioxo-3-piperidyl)-3-methyl-2-oxo-benzimidazol-4-yl] prop-2-ynoxymethyl]morpholine-4-carboxylate